tert-Butyl 1-(3-(6-(methoxycarbonyl)pyridin-3-yl)isoquinolin-8-yl)-3-(tetrahydro-2H-pyran-4-yl)-1,4,5,7-tetrahydro-6H-pyrazolo[3,4-c]pyridine-6-carboxylate COC(=O)C1=CC=C(C=N1)C=1N=CC2=C(C=CC=C2C1)N1N=C(C2=C1CN(CC2)C(=O)OC(C)(C)C)C2CCOCC2